C(C1=CC=CC=C1)NC(N(C1=NC=C(C=N1)C=1C=NC(=NC1)OC)[C@@H]1CC[C@H](CC1)NC1=NC=C(C(=N1)N1CCC(CCC1)O)C(F)(F)F)=O 3-benzyl-1-(trans-4-((4-(4-hydroxyazepan-1-yl)-5-(trifluoromethyl)pyrimidin-2-yl)amino)cyclohexyl)-1-(2'-methoxy-5,5'-bipyrimidin-2-yl)urea